FC1=C(C=CC(=C1)F)N1N=NC(=C1)C(=O)N[C@H]1[C@@H](CN(CC1)C1C(CCC1)C)C(=O)O |r| rac-(3R,4R)-4-{[1-(2,4-difluoro-phenyl)-1H-[1,2,3]triazole-4-carbonyl]-amino}-1-(2-methyl-cyclopentyl)-piperidine-3-carboxylic acid